5-(sulfamoylmethyl)furan-2-carboxylic acid S(N)(=O)(=O)CC1=CC=C(O1)C(=O)O